ClC1=CC=C(C=C1)N1N=C(N=C1)C(=O)N(C=1C=C(C=CC1)C)C 1-(4-chlorophenyl)-N-methyl-N-(m-tolyl)-1H-1,2,4-triazole-3-carboxamide